cyclohexane-1,2,4-tricarboxylic acid C1(C(CC(CC1)C(=O)O)C(=O)O)C(=O)O